CC1([C@H]2CN([C@@H]([C@@H]12)C(=O)O)C(C(NC(C(F)(F)F)=O)C1CC2(C1)CCC2)=O)C (1R,2S,5S)-6,6-Dimethyl-3-(2-(spiro[3.3]heptan-2-yl)-2-(2,2,2-trifluoroacetylamino)Acetyl)-3-azabicyclo[3.1.0]hexane-2-carboxylic acid